β-phenylethyl isothiocyanate C1(=CC=CC=C1)CCN=C=S